BrC=1C=C(C(=O)NC2CCC2)C=C(N1)Br 2,6-dibromo-N-cyclobutylisonicotinamide